N'-(4-chlorophenyl)-4-((2-chlorophenyl)amino)-4-(2,4-dioxopyrrolidin-3-ylidene)butyryl-hydrazine ClC1=CC=C(C=C1)NNC(CCC(=C1C(NCC1=O)=O)NC1=C(C=CC=C1)Cl)=O